4-((trans)-4-(4-amino-5-(4-phenoxyphenyl)-7H-pyrrolo[2,3-d]pyrimidin-7-yl)cyclohexyl)thiomorpholine 1,1-dioxide NC=1C2=C(N=CN1)N(C=C2C2=CC=C(C=C2)OC2=CC=CC=C2)[C@@H]2CC[C@H](CC2)N2CCS(CC2)(=O)=O